OC(CN(CCCC(=O)OCCN1CCN(CC1)CCSSCCCCN(CC(CCCCC(=O)OCC(CC)CC)O)CC(CCCCC(=O)OCC(CC)CC)O)CC(CCCC(=O)OCCC)O)CCCC(OCCC)=O Bis(2-ethylbutyl) 7,7'-((4-((2-(4-(2-((4-(bis(2-hydroxy-6-oxo-6-propoxyhexyl)amino)butanoyl)oxy)ethyl)piperazin-1-yl)ethyl)disulfaneyl)butyl)azanediyl)bis(6-hydroxyheptanoate)